C(C)(SC(CC)CCCCCCC)=O S-(decan-3-yl) ethanethioate